1-[3-(cyanomethyl)-1-[2-[[1-[2-(4-methylpiperazin-1-yl)-2-oxo-ethyl]pyrazol-4-yl]amino]-[1,2,4]triazolo[1,5-a]pyridin-8-yl]azetidin-3-yl]piperidine-4-carbonitrile C(#N)CC1(CN(C1)C=1C=2N(C=CC1)N=C(N2)NC=2C=NN(C2)CC(=O)N2CCN(CC2)C)N2CCC(CC2)C#N